6-(3-Fluoro-5-isobutoxyphenyl)-N-[[3-(methansulfonamido)-1-piperidyl]sulfonyl]-2-(2,2,4-trimethylpyrrolidin-1-yl)pyridin-3-carboxamid FC=1C=C(C=C(C1)OCC(C)C)C1=CC=C(C(=N1)N1C(CC(C1)C)(C)C)C(=O)NS(=O)(=O)N1CC(CCC1)NS(=O)(=O)C